FC=1C(=CC=2C3=C(N=C(C2C1)NCCN)COC[C@@H]3N(C(=O)NC3=CC(=C(C=C3)F)C(F)F)C)F (R)-1-(8,9-difluoro-6-((2-aminoethyl)amino)-1,4-dihydro-2H-pyrano[3,4-c]isoquinolin-1-yl)-3-(3-(difluoromethyl)-4-fluorophenyl)-1-methylurea